tert-butyl ((1-cyclohexyl-1,2,3,4-tetrahydroquinolin-3-yl)methyl)carbamate C1(CCCCC1)N1CC(CC2=CC=CC=C12)CNC(OC(C)(C)C)=O